5'-methyl-[1,1':3',1'':4'',1'''-quaterphenyl]-6'-amine CC=1C=C(C=C(C1N)C1=CC=CC=C1)C1=CC=C(C=C1)C1=CC=CC=C1